5-(4-((2,8-dimethyl-3-oxo-3,4-dihydroquinoxalin-6-yl)methyl)piperazin-1-yl)-N-(2-methoxyethyl)-6-methylpicolinamide CC1=NC2=C(C=C(C=C2NC1=O)CN1CCN(CC1)C=1C=CC(=NC1C)C(=O)NCCOC)C